FC1=CC=C(C=C1)[C@@H]1COC2=C1C=C(C=C2C(=O)NC)C(=O)NCCC=2C=NN(C2)C |o1:7| (S*)-3-(4-Fluorophenyl)-N7-methyl-N5-(2-(1-methyl-1H-pyrazol-4-yl)ethyl)-2,3-dihydrobenzofuran-5,7-dicarboxamid